NCC#CC1=CC(=C(O1)C#CCNC(C[C@H]1C=2N(C3=C(C(=N1)C1=CC=C(C=C1)Cl)C(=C(S3)C)C)C(=NN2)C)=O)CO (S)-N-(3-(5-(3-aminoprop-1-yn-1-yl)-3-(hydroxymethyl)furan-2-yl)prop-2-yn-1-yl)-2-(4-(4-chlorophenyl)-2,3,9-trimethyl-6H-thieno[3,2-f][1,2,4]triazolo[4,3-a][1,4]diazepin-6-yl)acetamide